ClC1=CC(=NC=C1)C(=O)NCC1=C(C=C(C=C1)OC)OC 4-chloro-N-(2,4-dimethoxybenzyl)picolinamide